FC1=CC2=C(N(C(=N2)N2C[C@H]([C@@H](CC2)F)NC)CC(=O)N(CC(F)(F)F)C)C=C1 2-(5-fluoro-2-((3R,4R)-4-fluoro-3-(methylamino)piperidin-1-yl)-1H-benzo[d]imidazol-1-yl)-N-methyl-N-(2,2,2-trifluoroethyl)acetamide